4-(2,4,5-trifluorophenyl)-3-oxobutanoic acid methyl ester COC(CC(CC1=C(C=C(C(=C1)F)F)F)=O)=O